ClC1=NC=CC2=C1N=C(N=C2C(C)C)C2=CC(=CC=C2)I 8-chloro-2-(3-iodophenyl)-4-isopropylpyrido[3,4-D]pyrimidine